Benzyl ((3S)-2-hydroxy-5-methyl-1-((((S)-2-oxopyrrolidin-3-yl)methyl)amino)hexan-3-yl)carbamate OC(CNC[C@H]1C(NCC1)=O)[C@H](CC(C)C)NC(OCC1=CC=CC=C1)=O